4-[(3-chlorophenyl)methyl]-7-trifluoromethanesulfonyl-1H-indazole ClC=1C=C(C=CC1)CC1=C2C=NNC2=C(C=C1)S(=O)(=O)C(F)(F)F